[4-[[2-Methylsulfonyl-4-(trifluoromethoxy)phenoxy]methyl]-1-piperidyl]-[(3S)-3-(4H-1,2,4-triazol-3-yl)pyrrolidin-1-yl]methanone CS(=O)(=O)C1=C(OCC2CCN(CC2)C(=O)N2C[C@H](CC2)C2=NN=CN2)C=CC(=C1)OC(F)(F)F